FC(C=1C=C2C(=NC=NC2=C(C1)C(F)(F)F)N[C@@H](C)C1=NC=NN1C=1C=CC(N(N1)C)=O)(F)F 6-[5-[(1S)-1-[[6,8-bis(trifluorometh-yl)quinazolin-4-yl]amino]ethyl]-1,2,4-triazol-1-yl]-2-meth-yl-pyridazin-3-one